2-{[(1S)-1-{4-[(4-acryloylpiperazin-1-yl)methyl]phenyl}ethyl]amino}-7-oxo-8-(propan-2-yl)-7,8-dihydropyrido[2,3-d]pyrimidine-4-carbonitrile C(C=C)(=O)N1CCN(CC1)CC1=CC=C(C=C1)[C@H](C)NC=1N=C(C2=C(N1)N(C(C=C2)=O)C(C)C)C#N